C1(CC1)CN1CCNCC1 1-(cyclopropyl-methyl)piperazine